(3-(1-amino-1,3-dihydrospiro[indene-2,4'-piperidin]-1'-yl)-6-(2-(2-amino-3-chloropyridin-4-yl)-1-fluorovinyl)pyrazin-2-yl)methanol NC1C2=CC=CC=C2CC12CCN(CC2)C=2C(=NC(=CN2)C(=CC2=C(C(=NC=C2)N)Cl)F)CO